[Pt].C(=C)[Si](O[Si](C=C)(C)C)(C)C 1,3-divinyltetramethyl-disiloxane platinum